(1S,2S,4R)-N-[(1S)-1-cyano-2-[2-fluoro-4-(1-oxo-3H-isobenzofuran-5-yl)phenyl]ethyl]-3-azabicyclo[2.2.1]heptane-2-carboxamide C(#N)[C@H](CC1=C(C=C(C=C1)C=1C=C2COC(C2=CC1)=O)F)NC(=O)[C@@H]1[C@H]2CC[C@@H](N1)C2